FC=1C=C2C(C(NC2=CC1)=O)=C1CCC2=C1NC(=C2C(=O)N)C 6-(5-fluoro-2-oxoindolin-3-ylidene)-2-methyl-1,4,5,6-tetrahydrocyclopenta[b]pyrrole-3-carboxamide